[2-(acryloylamino)ethyl]trimethyl-ammonium chloride [Cl-].C(C=C)(=O)NCC[N+](C)(C)C